ClC1=CC=C(C=C1)NC1=NC(=NC(=C1)C(C)[N+](=O)[O-])N1CCOCC1 N-(4-chlorophenyl)-2-morpholino-6-(1-nitroethyl)pyrimidin-4-amine